5-Chloro-2-[2-(1H-imidazol-5-ylmethylamino)oxazolo[4,5-b]pyridin-5-yl]-3-methyl-phenol ClC=1C=C(C(=C(C1)O)C1=CC=C2C(=N1)N=C(O2)NCC2=CN=CN2)C